[1-(hydroxymethyl)cyclopropyl]methyl (2R)-3-hydroxy-2-[[(8S)-5-(7H-pyrrolo[2,3-d]pyrimidin-4-yl)-5-azaspiro[2.5]octane-8-carbonyl]amino]propanoate OC[C@H](C(=O)OCC1(CC1)CO)NC(=O)[C@H]1CCN(CC12CC2)C=2C1=C(N=CN2)NC=C1